3-amino-2-methylpropyl(dipropoxymethoxysilane) NCC(C[SiH2]OC(OCCC)OCCC)C